FC1=C(C(=CC(=C1)OCCCCC1CCN(CC1)C1=NC=C(C=N1)COC)F)CC(=O)N1CCN(CC1)C[C@@H]([C@H]([C@@H]([C@@H](CO)O)O)O)O 2-(2,6-difluoro-4-(4-(1-(5-(methoxymethyl)pyrimidin-2-yl)piperidin-4-yl)butoxy)phenyl)-1-(4-((2S,3R,4R,5R)-2,3,4,5,6-pentahydroxyhexyl)piperazin-1-yl)ethan-1-one